3-Bromo-7-hydroxy-6-(thiophen-2-yl)thieno[3,2-b]pyridin-5(4H)-one BrC1=CSC2=C1NC(C(=C2O)C=2SC=CC2)=O